NC1=C(C=C(C=C1)C=1SC(=CC1)Cl)NC(OCC1CCN(CC1)C(C)=O)=O (1-Acetylpiperidin-4-yl)methyl (2-amino-5-(5-chlorothiophen-2-yl)phenyl)carbamate